C(#CC)C1=CC=C2C=CNC(C2=C1)=O 7-(propynyl)isoquinolone